N-methyltrimethylenediamine CNCCCN